COCN1C(N(CC1=O)CCC[Si](OCC)(OCC)OCC)=O 3-(methoxymethyl)-1-(3-(triethoxysilyl)propyl)imidazolidine-2,4-dione